N-benzyl-2-[(3,3-dimethyl-1-oxo-1,3-dihydro-2-benzofuran-5-yl)amino]-4-{[(1S)-2-hydroxy-1-phenylethyl]amino}pyrimidine-5-carboxamide C(C1=CC=CC=C1)NC(=O)C=1C(=NC(=NC1)NC1=CC2=C(C(OC2(C)C)=O)C=C1)N[C@H](CO)C1=CC=CC=C1